C1(CCCCC1)N1C(=CC=2C1=C1C(=NC2)NC=C1)C1=CC=C(C=C1)C(F)(F)F 1-cyclohexyl-2-(4-(trifluoromethyl)phenyl)-1,6-dihydrodipyrrolo[2,3-b:2',3'-d]pyridine